CC=1N=C(NC1C)C1=NC=CC(=C1)C=1C=NC=C(C1)C(=O)N[C@@H](C)C1=CC=CC=C1 2'-(4,5-Dimethyl-1H-imidazol-2-yl)-N-[(1S)-1-phenylethyl]-3,4'-bipyridine-5-carboxamide